5-methyl-4-oxo-1H-thieno[2,3-d]pyrimidine-6-carboxylic acid CC1=C(SC=2NC=NC(C21)=O)C(=O)O